tert-butyl (2-methyl-1-oxo-1-((2,2,2-trifluoroethyl)amino)propan-2-yl)carbamate CC(C(NCC(F)(F)F)=O)(C)NC(OC(C)(C)C)=O